4-({[(tert-butoxy)carbonyl]amino}methyl)benzoic acid C(C)(C)(C)OC(=O)NCC1=CC=C(C(=O)O)C=C1